ClC=1C=C(C=CC1)C[C@@H](C(=O)O)N(C)C(=O)OCC1C2=CC=CC=C2C=2C=CC=CC12 (2S)-3-(3-chlorophenyl)-2-[9H-fluoren-9-ylmethoxycarbonyl(methyl)amino]propanoic acid